C1(CC1)C(=O)NC1=CC(=C(N=N1)C(=O)NC([2H])([2H])[2H])NC1=C(C(=CC=C1F)C1=NN(C=N1)C)OC 6-(Cyclopropanecarboxamido)-4-((6-fluoro-2-methoxy-3-(1-methyl-1H-1,2,4-triazol-3-yl)phenyl)amino)-N-(methyl-d3)Pyridazine-3-carboxamide